CSC=1N=NC(=CN1)C12CN(CC(C1)C2)C(=O)OC(C)(C)C tert-butyl 1-(3-methylsulfanyl-1,2,4-triazin-6-yl)-3-azabicyclo[3.1.1]heptane-3-carboxylate